C(OC1=C(C=C(C=C1)[N+](=O)[O-])CC1=CC=C(C=C1)NC([C@H](C)NC([C@H](C)NC(CCN1C(C=CC1=O)=O)=O)=O)=O)([O-])=O {4-[(2S)-2-[(2S)-2-[3-(2,5-dioxopyrrol-1-yl) propanamido]propanamido]propanamido]phenyl}methyl-4-nitrophenyl carbonate